(1R,2R)-1-(3-chlorophenyl)cyclohexane-1,2-diol ClC=1C=C(C=CC1)[C@]1([C@@H](CCCC1)O)O